(S)-quinuclidin-3-yl (5-(2,4-difluorophenyl)-2,3-dihydro-1H-inden-1-yl)carbamat FC1=C(C=CC(=C1)F)C=1C=C2CCC(C2=CC1)NC(O[C@@H]1CN2CCC1CC2)=O